ClC=1C=C2C(C(=CN(C2=CC1N1[C@H](CCC1)COC1=NC=CC=C1Cl)C=1OC=CN1)C(=O)O)=O (R)-6-chloro-7-(2-(((3-chloropyridin-2-yl)oxy)methyl)pyrrolidin-1-yl)-1-(oxazol-2-yl)-4-oxo-1,4-dihydroquinoline-3-carboxylic acid